1-[2-fluoro-4-(1H-pyrazol-1-yl)phenyl]-5-methoxy-3-(1-phenyl-1H-pyrazol-5-yl)pyridazin-4(1H)-one FC1=C(C=CC(=C1)N1N=CC=C1)N1N=C(C(C(=C1)OC)=O)C1=CC=NN1C1=CC=CC=C1